FC(C(C(F)(F)F)(O)C1=NNC=C1)(F)F 1,1,1,3,3,3-Hexafluoro-2-(1H-pyrazol-3-yl)propan-2-ol